FC1(CNC2=CC(=CC=C2C1O)SC)F 3,3-difluoro-7-(methylsulfanyl)-1,2,3,4-tetrahydroquinolin-4-ol